NC1=C(C=C(C=N1)C=1N=C(N(C1)C12CC(C1)(C2)F)[C@H](C(C)C)O)C(F)(F)F (S)-1-(4-(6-amino-5-(trifluoromethyl)pyridin-3-yl)-1-(3-fluorobicyclo[1.1.1]pentan-1-yl)-1H-imidazol-2-yl)-2-methylpropan-1-ol